C(C)NC(NC1=NC=C2C=C(C=3N(C2=C1)N=CN3)C=3C=NC(=CC3C)C(CC)=O)=O 3-ethyl-1-[4-(4-methyl-6-propanoylpyridin-3-yl)-[1,2,4]triazolo[1,5-a]1,6-naphthyridin-8-yl]urea